ClC1=CC(=C(C=C1)C1=C2C(=C(N=N1)NCC1(CC1)C#N)C=NC=C2)O 1-(((1-(4-chloro-2-hydroxyphenyl)pyrido[3,4-d]pyridazin-4-yl)amino)methyl)cyclopropane-1-carbonitrile